Br(=O)(=O)[O-].[K+] potassium bromate salt